6'-(3-phenoxyazetidin-1-yl)-2',3'-dihydrospiro[cyclohexane-1,1'-indene]-4-carboxylic acid O(C1=CC=CC=C1)C1CN(C1)C1=CC=C2CCC3(C2=C1)CCC(CC3)C(=O)O